C(C)(C)(C)OC(=O)N1CCC=2C=C(C(=NC2C1)OCC1=C(C=C(C=C1F)Cl)F)Br ((4-chloro-2,6-difluorobenzyl)oxy)-3-bromo-5,8-dihydro-1,7-naphthyridine-7(6H)-carboxylic acid tert-butyl ester